ClC1=C(C=CC2=C1C(=NCCN2)C2=NC=CC=C2F)Cl 6,7-dichloro-5-(3-fluoro-2-pyridinyl)-1,3-dihydro-1,4-benzodiazepine